ClC=1N=C(C2=C(N1)CCNC2=O)CC2=CC=C(C=C2)C=2N(C=C(N2)C(F)(F)F)C 2-chloro-4-(4-(1-methyl-4-(trifluoromethyl)-1H-imidazol-2-yl)benzyl)-7,8-dihydropyrido[4,3-d]pyrimidin-5(6H)-one